FC1(CN(CCC1)C1=NC2=C(C=C(C=C2C(N1C)=O)C)C(C)NC1=C(C(=O)O)C=CC=C1)F 2-((1-(2-(3,3-Difluoropiperidin-1-yl)-3,6-dimethyl-4-oxo-3,4-dihydroquinazolin-8-yl)ethyl)amino)benzoic acid